[C@H](C)(CC)[C@H](NC([C@H](CCCN1C(=NC=C1)[N+](=O)[O-])NC(OC(C)(C)C)=O)=O)C(NCCCOCCCCC(NCCOCCOCCCCCCCl)=O)=O tert-butyl ((4S,7S)-7-((S)-sec-butyl)-31-chloro-1-(2-nitro-1H-imidazol-1-yl)-5,8,18-trioxo-13,22,25-trioxa-6,9,19-triazahentriacontan-4-yl)carbamate